N4-[2-(4-{[(2R,6S)-2,6-Dimethyloxan-4-yl]oxy}piperidin-1-yl)-3-fluorophenyl]-N1,N1-dimethylbenzene-1,4-disulfonamide C[C@H]1O[C@H](CC(C1)OC1CCN(CC1)C1=C(C=CC=C1F)NS(=O)(=O)C1=CC=C(C=C1)S(=O)(=O)N(C)C)C